phthalic acid, isobutyl octadecyl ester C(C=1C(C(=O)OCCCCCCCCCCCCCCCCCC)=CC=CC1)(=O)OCC(C)C